[Si](C)(C)(C(C)(C)C)OCN1C[C@@H](CC1)C1=C(CNS(=O)(=O)C)C=CC(=C1)OC (2R,3S)-2-(((tert-butyldimethylsilyloxy)methyl)pyrrolidin-3-yl)-N-(4-methoxybenzyl)methanesulfonamide